C(C)OC(NC1=NC(=C(C=C1N)F)OCC1=CC=C(C=C1)F)=O (3-amino-6-((4-fluorobenzyl)oxy)-5-fluoropyridine-2-yl)carbamic acid ethyl ester